1-(((1-(3-(2-(7-Chloro-2-quinolinyl)ethenyl)phenyl)-3-(2-(1-hydroxyl-methylethyl)phenyl)propyl)thio)methyl)-cyclopropaneacetic acid ClC1=CC=C2C=CC(=NC2=C1)C=CC=1C=C(C=CC1)C(CCC1=C(C=CC=C1)C(C)(O)C)SCC1(CC1)CC(=O)O